3-(3-(tert-butyl)-1-(p-tolyl)-1H-pyrazol-5-yl)urea C(C)(C)(C)C1=NN(C(=C1)NC(N)=O)C1=CC=C(C=C1)C